diethyl ((3-bromo-7-((2-cyclohexylethyl)amino)benzo[b]thiophen-2-yl)difluoromethyl)phosphonate BrC=1C2=C(SC1C(F)(F)P(OCC)(OCC)=O)C(=CC=C2)NCCC2CCCCC2